[N].[Mn] Manganese Nitrogen